Tert-butyl (3S)-3-[1-(2,6-dioxo-3-piperidyl)-3-methyl-2-oxo-benzimidazol-5-yl]pyrrolidine-1-carboxylate O=C1NC(CCC1N1C(N(C2=C1C=CC(=C2)[C@H]2CN(CC2)C(=O)OC(C)(C)C)C)=O)=O